OCCN(CC1=CC=C(C=C1)CCP([O-])([O-])=O)CC1=CC=C(C=C1)CCP([O-])([O-])=O.[Na+].[Na+].[Na+].[Na+] sodium (((((2-hydroxyethyl)azanediyl)bis(methylene))bis(4,1-phenylene))bis(ethane-2,1-diyl))bis(phosphonate)